O=C1NC(CCC1N1CC2=CC=C(C=C2C1=O)CNC(OCC1C(C12CC2)(F)F)=O)=O {2,2-difluorospiro[2.2]pentan-1-yl}methyl N-{[2-(2,6-dioxopiperidin-3-yl)-3-oxo-2,3-dihydro-1H-isoindol-5-yl]methyl}carbamate